N-((1Z,3E)-2-bromo-3-(phenylimino)prop-1-en-1-yl)aniline Br\C(=C/NC1=CC=CC=C1)\C=N\C1=CC=CC=C1